N-(5-(2-bromo-[1,2,4]triazolo[1,5-a]pyridin-7-yl)-8-(methylamino)-2,7-naphthyridin-3-yl)cyclopropanecarboxamide BrC1=NN2C(C=C(C=C2)C2=C3C=C(N=CC3=C(N=C2)NC)NC(=O)C2CC2)=N1